(1R,2S)-2-isopropylcyclopropanecarboxylic acid C(C)(C)[C@H]1[C@@H](C1)C(=O)O